1-(2-chlorophenyl)-3-[4-(1,1-dioxido-4-oxo-1,2,5-thiadiazolidin-2-yl)-3-fluoro-5-hydroxyphenyl]urea ClC1=C(C=CC=C1)NC(=O)NC1=CC(=C(C(=C1)O)N1S(NC(C1)=O)(=O)=O)F